BrC1=C(C(=O)N2C(C(CCC2=O)N2C(C3=CC=C(C=C3C2)CNC(OC(C)(C)C)=O)=O)=O)C=CC=C1 tert-butyl ((2-(1-(2-bromobenzoyl)-2,6-dioxopiperidin-3-yl)-1-oxoisoindolin-5-yl)methyl)carbamate